ClC1=CC=C(C=C1)C=1C=C(C(N(N1)C=1C=NOC1)=O)C(=O)OC methyl 6-(4-chlorophenyl)-2-(1,2-oxazol-4-yl)-3-oxo-2,3-dihydropyridazine-4-carboxylate